oxygen salicylic acid salt C(C=1C(O)=CC=CC1)(=O)[O-].[O+2].C(C=1C(O)=CC=CC1)(=O)[O-]